tert-butyl (21-hydroxy-16-oxo-3,6,9,12-tetraoxa-15-azahenicosyl)carbamate OCCCCCC(NCCOCCOCCOCCOCCNC(OC(C)(C)C)=O)=O